5-chloro-N-[2,4-difluoro-3-(2-[5H,6H,8H-imidazo[2,1-c][1,4]oxazin-3-yl]ethyl)phenyl]-2-methoxypyridine-3-sulfonamide ClC=1C=C(C(=NC1)OC)S(=O)(=O)NC1=C(C(=C(C=C1)F)CCC1=CN=C2COCCN21)F